N-[(6-Amino-2-pyridyl)sulfonyl]-6-[3-(cyanomethyl)phenyl]-2-(2,4,6-trimethylphenoxy)pyridin-3-carboxamid NC1=CC=CC(=N1)S(=O)(=O)NC(=O)C=1C(=NC(=CC1)C1=CC(=CC=C1)CC#N)OC1=C(C=C(C=C1C)C)C